ClC1=C(C=CC=C1)Cl o-Dichlorobenzen